ClC=1C=CC(=C(C1)/C=C/C(=O)OC(C)(C)C)N1C=NN=C1 (E)-tert-Butyl 3-(5-chloro-2-(4H-1,2,4-triazol-4-yl)phenyl)acrylate